3-((5-(((R)-tert-butylsulfinyl)amino)-7-(2-chloropyridin-3-yl)heptyl)oxy)pyrrolidine-1-carboxylic acid tert-butyl ester C(C)(C)(C)OC(=O)N1CC(CC1)OCCCCC(CCC=1C(=NC=CC1)Cl)N[S@](=O)C(C)(C)C